[Cl-].C(=O)(O)C1=CC=C(C=C1)[C@H]1[NH+](CC[C@@H](C1)OCC)CC1=C2C=CNC2=C(C=C1OC)C (2S,4S)-2-(4-Carboxyphenyl)-4-ethoxy-1-[(5-methoxy-7-methyl-1H-indol-4-yl)methyl]piperidin-1-ium chloride